BrC(C(=O)OC)CCBr methyl 2,4-dibromobutanoate